3-(sec-butoxy)-4-nitrobenzonitrile C(C)(CC)OC=1C=C(C#N)C=CC1[N+](=O)[O-]